FC(C=1N=CC(=NC1)OC1CCC2(CNC2)CC1)(F)F 7-[5-(trifluoromethyl)pyrazin-2-yl]oxy-2-azaspiro[3.5]nonane